C(C)C=1C(NC=2C=C(C=NC2C1)CN1CCC(CC1)C=1C=CC(=NC1)C(=O)NC)=C=O 5-(1-((7-ethyl-6-carbonyl-5,6-dihydro-1,5-naphthyridin-3-yl)methyl)piperidin-4-yl)-N-methyl-picolinamide